2-(3-(2-cyano-2-(6-methoxy-3H-imidazo[4,5-c]pyridin-2-yl)vinyl)-2,5-dimethyl-1H-pyrrol-1-yl)-5-methylthiophene-3-carbonitrile C(#N)C(=CC1=C(N(C(=C1)C)C=1SC(=CC1C#N)C)C)C1=NC2=C(C=NC(=C2)OC)N1